4-(4-(phenylmethoxy)phenyl)piperazine C1(=CC=CC=C1)COC1=CC=C(C=C1)N1CCNCC1